CN1N=C(C2=NC(=CC(=C21)C2(CC2)C#N)N2[C@@H](COCC2)C)C2=NN(C=C2)C2OCCCC2 1-(1-methyl-5-((R)-3-methylmorpholinyl)-3-(1-(tetrahydro-2H-pyran-2-yl)-1H-pyrazol-3-yl)-1H-pyrazolo[4,3-b]pyridin-7-yl)cyclopropanenitrile